tert-butyl 4-[[6-[3-(2-methoxy-4-methylsulfonyl-anilino)prop-1-ynyl]-1-(2,2,2-trifluoroethyl)benzimidazole-4-carbonyl]amino]piperidine-1-carboxylate COC1=C(NCC#CC=2C=C(C3=C(N(C=N3)CC(F)(F)F)C2)C(=O)NC2CCN(CC2)C(=O)OC(C)(C)C)C=CC(=C1)S(=O)(=O)C